methyl-2,2'-octanediamidodiacetate COC(CNC(CCCCCCC(=O)NCC(=O)[O-])=O)=O